C(C)OC(=O)C=1C=C(N(C1COC)C)C(C(=O)O)=O 2-(4-(ethoxycarbonyl)-5-(methoxymethyl)-1-methyl-1H-pyrrol-2-yl)-2-oxoacetic acid